pyrenyl-triazine {4-[(2S)-5-(carbamoylamino)-2-[(2S)-2-[6-(2,5-dioxo-2,5-dihydro-1H-pyrrol-1-yl)hexanamido]-3-methylbutanamido]pentanamido]phenyl}methyl-formate IRON [Fe].C(N)(=O)NCCC[C@@H](C(=O)NC1=CC=C(C=C1)COC=O)NC([C@H](C(C)C)NC(CCCCCN1C(C=CC1=O)=O)=O)=O.C1(=CC=C2C=CC3=CC=CC4=CC=C1C2=C34)C3=NN=NC=C3